C(C)S(=O)(=O)C1=CC=C(C=C1)S(=O)(=O)Cl 4-(ethanesulfonyl)benzenesulfonyl chloride